[V].[Rh] rhodium-vanadium